2-(6-(benzofuran-2-yl)naphthyl)-naphtho[2,1-b:6,5-b']bisbenzofuran-2,9-diamine O1C(=CC2=C1C=CC=C2)C=2C=C1C=CC=C(C1=CC2)C2(CC1=C(C3=C(O1)C=CC1=C3C=CC=3OC4=C(C31)C=CC(=C4)N)C=C2)N